tetrakisphenyl-boric acid C1(=CC=CC=C1)[B-](C1=CC=CC=C1)(C1=CC=CC=C1)C1=CC=CC=C1.[H+]